diethylbis(2-hydroxyethyl)ammonium hydroxide [OH-].C(C)[N+](CCO)(CCO)CC